(S)-methyl 2-((1R,2S,5S)-3-(7-chloro-1H-indole-2-carbonyl)-6,6-dimethyl-3-azabicyclo[3.1.0]hexane-2-carboxamido)-3-((S)-2-oxopyrrolidin-3-yl)propanoate ClC=1C=CC=C2C=C(NC12)C(=O)N1[C@@H]([C@H]2C([C@H]2C1)(C)C)C(=O)N[C@H](C(=O)OC)C[C@H]1C(NCC1)=O